BrC1=C(C(=C(C=C1)C(F)(F)F)F)F 1-bromo-2,3-difluoro-4-trifluoromethyl-benzene